(3-bromopyridin-2-yl)(4-chlorophenyl)methanol BrC=1C(=NC=CC1)C(O)C1=CC=C(C=C1)Cl